C(#N)C=1C=CC(=C(C1)C1=C(C(=O)OC)C=CN=C1)OC methyl 3-(5-cyano-2-methoxyphenyl)isonicotinate